hydroxylysylpyridine N[C@@H](CC[C@@H](O)CN)C(=O)C1=NC=CC=C1